3-(4,5-dimethylthiazole-2-yl)5-(3-carboxymethoxyphenyl)-2-(4-sulphophenyl)-2H-tetrazolium CC=1N=C(SC1C)N1N([NH2+]C(=N1)C1=CC(=CC=C1)OCC(=O)O)C1=CC=C(C=C1)S(=O)(=O)O